tert-butyl (S)-5-chloro-8-((5,6-dihydro-4H-pyrrolo[1,2-c][1,2,3]triazol-3-yl) methoxy)-7-fluoro-1-((6-oxo-5-azaspiro[2.4]hept-5-yl) methyl)-3,4-dihydroisoquinoline-2(1H)-carboxylate ClC1=C2CCN([C@@H](C2=C(C(=C1)F)OCC1=C2N(N=N1)CCC2)CN2CC1(CC1)CC2=O)C(=O)OC(C)(C)C